ClC1=NC=CC(=C1C(F)(F)F)B(O)O 2-CHLORO-3-(TRIFLUOROMETHYL)PYRIDINE-4-BORONIC ACID